N-(2-amino-2-oxo-1-phenylethyl)-3-chloro-4,5-dimethoxybenzamide NC(C(C1=CC=CC=C1)NC(C1=CC(=C(C(=C1)OC)OC)Cl)=O)=O